1-(5-bromo-3-(difluoromethyl)pyridin-2-yl)-N-methoxy-N-methyl-1H-1,2,3-triazole-5-carboxamide BrC=1C=C(C(=NC1)N1N=NC=C1C(=O)N(C)OC)C(F)F